tert-Butyl (3-cyano-4-(3-(ethylsulfonyl)-5-fluoro-7,9-dihydrofuro[3,4-f]quinazolin-6-yl)-5-fluorobenzo[b]thiophen-2-yl)carbamate C(#N)C=1C2=C(SC1NC(OC(C)(C)C)=O)C=CC(=C2C=2C1=C(C=3C=NC(=NC3C2F)S(=O)(=O)CC)COC1)F